CC1=NN(C(=C1)C1=CC=C(C(=O)[C@H]2[C@@H](CCCC2)C(=O)NC=2C=NNC2)C=C1)C1OCCCC1 (1R,2R)-2-{4-[3-Methyl-1-(tetrahydro-2H-pyran-2-yl)-1H-pyrazol-5-yl]benzoyl}-N-(1H-pyrazol-4-yl)cyclohexanecarboxamide